2-(1H-benzoimidazol-5-ylmethyl)-1,2-thiazolidine 1,1-dioxide N1C=NC2=C1C=CC(=C2)CN2S(CCC2)(=O)=O